FCCCN1C[C@H](CC1)OC1=CC=C(C=C1)C1=C(CCCC2=C1C=CC(=C2)O)C2=CC=C(C=C2)OC 5-[4-[(3S)-1-(3-fluoropropyl)pyrrolidin-3-yl]oxyphenyl]-6-(4-methoxy-phenyl)-8,9-dihydro-7H-benzo[7]annulen-2-ol